C(C1=CC=CC=C1)OCC([C@H](C[C@H]1C(NCCC1)=O)NC(=O)[C@H]1N(C[C@@]2(CC2(F)F)C1)C(=O)OC(C)(C)C)=O tert-butyl (3S,6S)-6-{[(2S)-4-(benzyloxy)-3-oxo-1-[(3S)-2-oxopiperidin-3-yl]butan-2-yl]carbamoyl}-1,1-difluoro-5-azaspiro[2.4]heptane-5-carboxylate